O=C1C[C@@H](OC2=CC=CC=C12)C(=O)OC Methyl (R)-4-oxochroman-2-carboxylat